N1(CCOCC1)C(C=CC)=O (morpholin-4-yl)but-2-en-1-one